(4-(2-methoxyethyl)morpholin-2-yl)methanol COCCN1CC(OCC1)CO